C(CCC)[Sn](OC(CCCCCCC)=O)(OC(CCCCCCC)=O)CCCC dibutyl-bis(octanoyloxy)stannane